2-(4-fluorophenyl)-N-[(1s,4s)-4-{[2-(trifluoromethyl)quinazolin-4-yl]amino}cyclohexyl]acetamide FC1=CC=C(C=C1)CC(=O)NC1CCC(CC1)NC1=NC(=NC2=CC=CC=C12)C(F)(F)F